C(C)N(CC)CC.OC(CC)(S(=O)(=O)O)O dihydroxypropanesulfonic acid triethylamine salt